C(CCCCCCCCCCC)OC(CCSCCC(=O)OCCCCCCCCCCCC)=O didodecyl-3,3'-thiodipropionate